N-(2-hydroxypyridin-4-yl)-4-methylpiperidine-4-carboximidamide OC1=NC=CC(=C1)NC(=N)C1(CCNCC1)C